CC1=C(C=2N(N=C1N1CC=3C=C(C=NC3CC1)NC1=C(C(=CC(=C1)F)F)F)C=NN2)C 6-(7,8-dimethyl-[1,2,4]triazolo[4,3-b]pyridazin-6-yl)-N-(2,3,5-trifluorophenyl)-7,8-dihydro-5H-1,6-naphthyridin-3-amine